(1-(2-fluorophenyl)pyrrolidin-3-yl)methanol FC1=C(C=CC=C1)N1CC(CC1)CO